ClC=1C(=CC(=C(C1)C=1C(=C2N(N1)CCC2)C=2C=C1N=CC=NC1=CC2)F)F 6-(2-(5-Chloro-2,4-difluorophenyl)-5,6-dihydro-4H-pyrrolo[1,2-b]pyrazol-3-yl)quinoxaline